2-((4-(2-((4-cyano-2-fluorobenzyl)oxy)thiazol-4-yl)-1H-pyrazol-1-yl)methyl)-1-(2-methoxyethyl)-1H-benzo[d]imidazole-6-carboxylic acid C(#N)C1=CC(=C(COC=2SC=C(N2)C=2C=NN(C2)CC2=NC3=C(N2CCOC)C=C(C=C3)C(=O)O)C=C1)F